4-((7-((tert-Butoxycarbonyl)(4-(pyridin-2-yl)benzyl)amino)-3-cyclopropylpyrazolo[1,5-a]pyrimidin-5-yl)(methyl)amino)piperidine-1-carboxylic acid tert-butyl ester C(C)(C)(C)OC(=O)N1CCC(CC1)N(C)C1=NC=2N(C(=C1)N(CC1=CC=C(C=C1)C1=NC=CC=C1)C(=O)OC(C)(C)C)N=CC2C2CC2